1-(4-(6-amino-5-(trifluoromethoxy)pyridin-3-yl)-1-(3-fluorobicyclo[1.1.1]pentan-1-yl)-1H-imidazol-2-yl)-2,2,2-trifluoroethanol NC1=C(C=C(C=N1)C=1N=C(N(C1)C12CC(C1)(C2)F)C(C(F)(F)F)O)OC(F)(F)F